1-N-butyl-3-methyl-imidazole tetrafluoroborate F[B-](F)(F)F.C(CCC)N1CN(C=C1)C